(2R,3R,11bR)-3-(2,2-dimethylpropyl)-9-[(1-fluorocyclobutyl)methoxy]-10-methoxy-1H,2H,3H,4H,6H,7H,11bH-pyrido[2,1-a]isoquinolin-2-ol CC(C[C@H]1[C@@H](C[C@H]2N(CCC3=CC(=C(C=C23)OC)OCC2(CCC2)F)C1)O)(C)C